CC1(NC(C2=CC=C(C=C12)NC1=NC=C(C=N1)C(=O)[O-])=O)C 2-((3,3-dimethyl-1-oxoisoindol-5-yl) amino)-pyrimidine-5-carboxylate